naphthalene-2-yl perfluorobutyl-sulfonate FC(C(C(C(F)(F)F)(F)F)(F)F)(S(=O)(=O)OC1=CC2=CC=CC=C2C=C1)F